tert-butyl-dimethyl-[1-methyl-3-[2-methyl-4-(4,4,5,5-tetramethyl-1,3,2-dioxaborolan-2-yl)pyrazol-3-yl]oxy-propoxy]silane C(C)(C)(C)[Si](OC(CCOC=1N(N=CC1B1OC(C(O1)(C)C)(C)C)C)C)(C)C